Cl.NC1=C(C=C(OC=2SC=C(N2)CC(=O)O)C=C1)F [2-(4-Amino-3-fluorophenoxy)-1,3-thiazol-4-yl]acetic acid hydrochloride